CC1(CC=2C(CCCC2CC1C)(C)C)CC(=O)CC1(CC=2C(CCCC2CC1C)(C)C)C 2,3,8,8-tetramethyl-1,2,3,4,5,6,7,8-octahydro-2-naphthalenyl-methylketone